n-Butanediol C(CCC)(O)O